6-Amino-3-((1R,3S)-4'-chloro-3-(2H-1,2,3-triazol-2-yl)-1',2'-dihydrospiro[cyclopentane-1,3'-pyrrolo[2,3-b]pyridin]-5'-yl)-2-fluoro-N,N-dimethylbenzamide NC1=CC=C(C(=C1C(=O)N(C)C)F)C=1C(=C2C(=NC1)NC[C@]21C[C@H](CC1)N1N=CC=N1)Cl